ClC=1C=CC(=C(C1)NC(C(=O)N[C@H](C(=O)NC=1C=C2C=C(NC2=CC1)C(=O)O)CCC(=O)N1CCN(CC1)C)=O)N1N=NN=C1 (S)-5-(2-(2-((5-chloro-2-(1H-tetrazol-1-yl)phenyl)amino)-2-oxoacetamido)-5-(4-methylpiperazin-1-yl)-5-oxopentanoylamino)-1H-indole-2-carboxylic acid